NC1=C2C(=NC=N1)N(N=C2C2=NOC(=C2C2=NC=CC=N2)C2CC2)C2(CC2)C 2-[3-[4-amino-1-(1-methylcyclopropyl)pyrazolo[3,4-d]pyrimidin-3-yl]-5-cyclopropyl-isoxazol-4-yl]pyrimidin